ClC=1C=C(C=CC1)C1=NOC(=C1)CN1C(=NC2=C1C=C(C(=C2)F)F)N2C[C@H]([C@@H](CC2)F)N (3R,4R)-1-(1-((3-(3-Chlorophenyl)-1,2-oxazol-5-yl)methyl)-5,6-difluoro-1H-benzimidazol-2-yl)-4-fluoro-3-piperidinamin